(R)-N-((S)-1'-(5-bromo-3,6-dimethylpyrazin-2-yl)-1,3-dihydrospiro[inden-2,4'-piperidin]-1-yl)-2-methylpropan-2-sulfinamide BrC=1N=C(C(=NC1C)N1CCC2(CC1)[C@@H](C1=CC=CC=C1C2)N[S@](=O)C(C)(C)C)C